keto alcohol O(O)O